[O-][O-].[Zn+2].[V+5] vanadium-zinc-dioxide